6-(6-amino-2-fluoro-2'-methyl-[3,4'-bipyridin]-5-yl)-7-fluoro-3,4-dihydroisoquinolin-1(2H)-one NC1=C(C=C(C(=N1)F)C1=CC(=NC=C1)C)C=1C=C2CCNC(C2=CC1F)=O